5-nitro-2,3-dihydro-1H-inden-1-yl-phosphinate [N+](=O)([O-])C=1C=C2CCC(C2=CC1)P([O-])=O